(cyclobutylmethyl)-N'-(4-hydroxytetrahydropyran-3-yl)oxamide C1(CCC1)CNC(=O)C(=O)NC1COCCC1O